CC1(COB(O1)C=1C=NC(=NC1)P(=O)(C)C)C 5-(5,5-dimethyl-1,3,2-dioxaborolan-2-yl)-2-dimethylphosphorylpyrimidine